6-(((5-(2-(2-aminopyridin-3-yl)-5-phenyl-3H-imidazo[4,5-b]pyridin-3-yl)pyridin-2-yl)amino)methyl)spiro[3.3]heptane-2-carboxylic acid NC1=NC=CC=C1C1=NC=2C(=NC(=CC2)C2=CC=CC=C2)N1C=1C=CC(=NC1)NCC1CC2(CC(C2)C(=O)O)C1